N-(4-(pyridin-3-yl)phenyl)-N-((tetrahydrofuran-3-yl)methyl)acetamide N1=CC(=CC=C1)C1=CC=C(C=C1)N(C(C)=O)CC1COCC1